3-[3-(difluoromethoxy)phenyl]-1-phenylurea FC(OC=1C=C(C=CC1)NC(NC1=CC=CC=C1)=O)F